Oxazol-2-ylmethanethiol O1C(=NC=C1)CS